2-((azetidin-3-ylmethyl)(methyl)amino)ethan-1-ol nickel oxalate C(C(=O)[O-])(=O)[O-].[Ni+2].N1CC(C1)CN(CCO)C